CC(C)NCC(C1=CC(=C(C=C1)O)O)O The molecule is a secondary amino compound that is noradrenaline in which one of the hydrogens attached to the nitrogen is replaced by an isopropyl group. A sympathomimetic acting almost exclusively on beta-adrenergic receptors, it is used (mainly as the hydrochloride salt) as a bronghodilator and heart stimulant for the management of a variety of cardiac disorders. It has a role as a sympathomimetic agent, a beta-adrenergic agonist, a bronchodilator agent and a cardiotonic drug. It is a member of catechols, a secondary amino compound and a secondary alcohol.